NC=1C=C(C=C2C=C(N=CC12)NC(=O)C1C(C1)F)C=1C=NC=CC1 N-[8-amino-6-(3-pyridinyl)-3-isoquinolinyl]-2-fluoro-cyclopropanecarboxamide